FC(OC1=CC=C(C(=O)S(C)(C)(=C)Br)C=C1)(F)F 4-(trifluoromethoxy)benzoylmethylidenedimethyl-sulphur bromide